FC=1C=C2C(=NNC2=CC1OCCOC)C1=CC(=NO1)C1=CC=C(C=C1)C(=O)N1C[C@@H](OCC1)C 5-Fluoro-6-(2-methoxyethoxy)-3-(3-{4-[(2S)-2-methylmorpholine-4-carbonyl]phenyl}-1,2-oxazol-5-yl)-1H-indazole